C(C)N(C(C1=CC=CC(=C1)F)=O)C(C)C N-ethyl-5-fluoro-N-(propan-2-yl)benzamide